CC=1C=CC=2N(C3=CC=C(C=C3C2C1)C)C1=C(C(=C(C(=C1N1C2=CC=C(C=C2C=2C=C(C=CC12)C)C)C1=NC(=NC(=C1)C1=CC=CC=C1)C1=CC=CC=C1)N1C2=CC=C(C=C2C=2C=C(C=CC12)C)C)N1C2=CC=C(C=C2C=2C=C(C=CC12)C)C)C=1SC2=C(N1)C=CC=C2 2-(2,3,5,6-tetrakis(3,6-dimethyl-9H-carbazol-9-yl)-4-(2,6-diphenylpyrimidin-4-yl)phenyl)benzo[d]thiazole